O\N=C\C=1N=C(C=2N(C1)N=CC2)C=2C=NN(C2)C(=O)OC(C)(C)C tert-butyl (E)-4-(6-((hydroxyimino)methyl)pyrazolo[1,5-a]pyrazin-4-yl)-1H-pyrazole-1-carboxylate